C(C1=CC=CC=C1)OCC(CCl)OC1=NN(C=C1)C(C)=O 1-(3-((1-(benzyloxy)-3-chloropropan-2-yl)oxy)-1H-pyrazol-1-yl)ethanone